(S)-N-(2,2'-dichloro-3'-(5-(((2-hydroxypropyl)amino)methyl)-6-methoxypyridin-2-yl)-[1,1'-biphenyl]-3-yl)-1,5-dimethyl-4,5,6,7-tetrahydro-1H-imidazo[4,5-c]pyridine-2-carboxamide ClC1=C(C=CC=C1NC(=O)C=1N(C2=C(CN(CC2)C)N1)C)C1=C(C(=CC=C1)C1=NC(=C(C=C1)CNC[C@H](C)O)OC)Cl